C(C)(C)(C)OC(=O)N[C@H]1CN(CC[C@@H]2N(C1=O)[C@@H](CC2)C(=O)O)C(C2=CC(=CC=C2)F)=O (5S,8S,10aR)-5-[(tert-butoxycarbonyl)amino]-3-(3-fluorobenzoyl)-6-oxo-octahydropyrrolo[1,2-a][1,5]diazocine-8-carboxylic acid